C(C1=CN=CC=C1)(=O)OC1=CC(=CC(=C1)/C=N/C(C(C)C)O)Cl (E)-3-chloro-5-((1-hydroxy-2-methylprop-ylimino)methyl)phenyl nicotinate